Cl/C(/C(=O)OCCC(C)C)=C(/C(=O)OCCC(C)C)\Cl di-iso-pentyl 2,3-dichloromaleate